BrC=1C2(C3=CC=CC=C3C1)CCC(CC2)(C#N)NC=2C=NC=C(C2)Br (1s,4s)-2'-bromo-4-[(5-bromopyridin-3-yl)amino]spiro[cyclohexane-1,1'-indene]-4-carbonitrile